(4-nitrophenyl)arsonic acid [N+](=O)([O-])C1=CC=C(C=C1)[As](O)(O)=O